OC1=C(C(OC12CCC(CC2)OC2CCN(CC2)CCOCCOCCOCCOCC(=O)O)=O)C2=C(C=C(C=C2C)C)C 14-(4-(((5r,8r)-4-hydroxy-3-mesityl-2-oxo-1-oxaspiro[4.5]dec-3-en-8-yl)oxy)piperidin-1-yl)-3,6,9,12-tetraoxatetradecanoic acid